CN1CCN(CC1)C(=O)O[C@@H]1CC[C@H](CC1)C(N(C1=NC=CC(=C1)C=1N=C(OC1)C1CC1)C[C@@H]1CC[C@H](CC1)C1=CC(=C(C=C1)OC)Cl)=O trans-4-(((trans-4-(3-Chloro-4-methoxyphenyl)cyclohexyl)methyl)(4-(2-cyclopropyloxazol-4-yl)pyridin-2-yl)carbamoyl)cyclohexyl 4-methylpiperazine-1-carboxylate